Cl[C@H](C(=O)N(NC([C@H](CC1(CC1)C)NC(=O)C1=NOC(=C1)C(F)(F)F)=O)C[C@H]1C(NCC1)=O)F N-((S)-1-(2-((R)-2-Chloro-2-fluoroacetyl)-2-(((S)-2-oxopyrrolidin-3-yl)methyl)hydrazineyl)-3-(1-methylcyclopropyl)-1-oxopropan-2-yl)-5-(trifluoromethyl)isoxazole-3-carboxamide